2-[4-(ethylamino)-6-[(1s,3R)-3-methyl-1-(4-methyl-1,2,4-triazol-3-yl)cyclobutyl]pyrimidin-2-yl]-6-{[(3S)-3-methylpiperidin-1-yl]methyl}-4-(trifluoromethyl)-3H-isoindol-1-one C(C)NC1=NC(=NC(=C1)C1(CC(C1)C)C1=NN=CN1C)N1C(C2=CC(=CC(=C2C1)C(F)(F)F)CN1C[C@H](CCC1)C)=O